S(=O)(=O)([O-])[O-].[Cs+].[Mn+2] manganese cesium sulfate